ClC=1N=C(C2=C(N1)N(C=C2)C)C=C 2-chloro-7-methyl-4-vinyl-7H-pyrrolo[2,3-d]pyrimidine